C(=O)C1=NC=C(C(C1OC)=O)OC 2-formyl-3,5-dimethoxypyridin-4-one